ClC1=C(C=CC(=C1C#N)[N+](=O)[O-])N1C[C@@H](N(CC1)C(=O)OC(C)(C)C)CO tert-butyl (R)-4-(2-chloro-3-cyano-4-nitrophenyl)-2-(hydroxymethyl)piperazine-1-carboxylate